3-(ethylsulfonamido)-N-methyl-N-(pent-4-en-1-yl)-2-((2'-vinyl-[1,1'-biphenyl]-3-yl)methyl)pyrrolidine-1-carboxamide C(C)S(=O)(=O)NC1C(N(CC1)C(=O)N(CCCC=C)C)CC=1C=C(C=CC1)C1=C(C=CC=C1)C=C